N[C@H]1CS(C2=C(N(C1=O)CC1=CC=C(C=C1)Cl)C=C(C(=C2)F)C=2OC(=NN2)N2CCC(CC2)(F)F)(=O)=O (3R)-3-amino-5-[(4-chlorophenyl)methyl]-7-[5-(4,4-difluoro-1-piperidyl)-1,3,4-oxadiazol-2-yl]-8-fluoro-1,1-dioxo-2,3-dihydro-1λ6,5-benzothiazepin-4-one